3-[6-[3-[4-[(3R,5R)-5-[(5-bromo-1-methyl-6-oxo-pyridazin-4-yl)amino]-1-methyl-3-piperidyl]benzoyl]-3,9-diazaspiro[5.5]undecan-9-yl]-4-methyl-3-pyridyl]piperidine-2,6-dione BrC1=C(C=NN(C1=O)C)N[C@@H]1C[C@@H](CN(C1)C)C1=CC=C(C(=O)N2CCC3(CC2)CCN(CC3)C3=CC(=C(C=N3)C3C(NC(CC3)=O)=O)C)C=C1